ClC=1C=NN(C1C1=NN2C(C(CCC2)N(C)C2=CC=C(C=C2)C=2N(C=C(N2)C(F)(F)F)CC)=N1)C(C)C 2-(4-chloro-1-isopropyl-1H-pyrazol-5-yl)-N-(4-(1-ethyl-4-(trifluoromethyl)-1H-imidazol-2-yl)phenyl)-N-methyl-5,6,7,8-tetrahydro-[1,2,4]triazolo[1,5-a]pyridin-8-amine